ClC1=C(C=CC=C1)C[C@@H](C(=O)NC1=CC=C(C=C1)C=1C(=[N+](C=CC1C)[O-])C)NC(=O)C1=CC=C2N1CCNC2 (S)-3-(4-(3-(2-chlorophenyl)-2-(1,2,3,4-tetrahydropyrrolo[1,2-a]pyrazine-6-carboxamido)propanamido)phenyl)-2,4-dimethylpyridine 1-oxide